FC=1C=C(C=C(C1)F)[C@@H]1N(OCC1)C1=CC(=NC=N1)NC=1C=C(C=C(C1)N1CCN(CC1)C)C(C#N)(C)C (R)-2-(3-((6-(3-(3,5-difluorophenyl)isoxazolidin-2-yl)pyrimidin-4-yl)amino)-5-(4-methylpiperazin-1-yl)phenyl)-2-methylpropanenitrile